N[C@@H]1C[C@@H](CCC1)C1(NC=C(C(=N1)NC1=C(C=CC=C1)S(=O)(=O)C(C)C)Cl)N 2-((1R,3S)-3-aminocyclohexyl)-5-chloro-N4-(2-(isopropylsulfonyl)phenyl)pyrimidine-2,4-diamine